CN1[C@H]2[C@@](CCC1)(CCC2)COC=2N=C(C1=C(N2)C(=C(N=C1)C1=CC(=CC2=CC=C(C(=C12)C#C)F)O)F)N1CC(CCC1)(O)C 1-(2-{[(4as,7ar)-1-methyl-octahydro-1H-cyclopenta[b]pyridin-4a-yl]methoxy}-7-(8-ethynyl-7-fluoro-3-hydroxynaphthalen-1-yl)-8-fluoropyrido[4,3-d]pyrimidin-4-yl)-3-methylpiperidin-3-ol